O1CCC12CN(C2)CC2=C(CNC1=CC(=C(C(=C1)F)S(=O)(=O)NC=1N=CSC1)F)C(=CC=C2)F 4-((2-((1-oxa-6-azaspiro[3.3]heptan-6-yl)methyl)-6-fluorobenzyl)amino)-2,6-difluoro-N-(thiazol-4-yl)benzenesulfonamide